spirobiindantetracarboxylic acid C12(C(C(C3=CC=CC=C13)(C(=O)O)C(=O)O)(C(=O)O)C(=O)O)CCC1=CC=CC=C12